CN(C(=O)C=1N=NC(=C(C1)C)N1CC=2C=C(C=NC2CC1)C(F)(F)F)CC1=CC=NC=C1 N,5-dimethyl-N-(pyridin-4-ylmethyl)-6-(3-(trifluoromethyl)-7,8-dihydro-1,6-naphthyridin-6(5H)-yl)pyridazine-3-carboxamide